O1P(OS1)(=O)OP(=O)([O-])OP(=O)([O-])[O-] gamma-thio triphosphate